ethyl (E)-3-(4-(((5-oxo-5,6,7,8-tetrahydronaphthalen-2-yl)oxy)methyl)phenyl)acrylate O=C1C=2C=CC(=CC2CCC1)OCC1=CC=C(C=C1)/C=C/C(=O)OCC